isophthalaldehyde imine C(C1=CC(C=O)=CC=C1)=N